rac-(3R)-tetrahydropyran O1CCCCC1